tert-Butyl 6-[6-[2-(tert-butoxycarbonylamino)-3-cyano-5-fluoro-benzothiophen-4-yl]-5-fluoro-7,9-dihydrofuro[3,4-f]quinazolin-1-yl]-3,6-diazabicyclo[3.1.1]heptane-3-carboxylate C(C)(C)(C)OC(=O)NC=1SC2=C(C1C#N)C(=C(C=C2)F)C=2C1=C(C=3C(=NC=NC3C2F)N2C3CN(CC2C3)C(=O)OC(C)(C)C)COC1